4-Methoxytricyclo[6.2.2.02,7]dodeca-2,4,6,9-tetraene COC=1C=C2C3C=CC(C2=CC1)CC3